2-(tert-butyl)-5-((4-(4-(trifluoromethyl)piperidin-1-yl)phenyl)amino)isoindolin-1-one (S)-4-((tert-butoxycarbonyl)amino)pentyl-4-methylbenzenesulfonate C(C)(C)(C)OC(=O)N[C@H](CCCOS(=O)(=O)C1=CC=C(C=C1)C)C.C(C)(C)(C)N1C(C2=CC=C(C=C2C1)NC1=CC=C(C=C1)N1CCC(CC1)C(F)(F)F)=O